3-(4-((6-((cyclohexylmethyl)amino)hexyl)thio)-1-oxoisoindolin-2-yl)piperidine-2,6-dione C1(CCCCC1)CNCCCCCCSC1=C2CN(C(C2=CC=C1)=O)C1C(NC(CC1)=O)=O